(S)-N-(8,9-difluoro-6-oxo-1,2,3,4,5,6-hexahydrobenzo[c][1,7]naphthyridin-1-yl)-N-methyl-3-(N-methylsulfamoyl)benzamide FC=1C(=CC2=C(C(NC=3CNC[C@H](C23)N(C(C2=CC(=CC=C2)S(NC)(=O)=O)=O)C)=O)C1)F